rac-(2R,5R)-4,4-difluoro-2-(4-Fluorophenyl)-5-methyl-piperidine FC1(C[C@@H](NC[C@H]1C)C1=CC=C(C=C1)F)F |r|